BrC=1N=CSC1C(=O)NCCCN(C(OCC1=CC=CC=C1)=O)C benzyl N-[3-[(4-bromothiazole-5-carbonyl)amino]propyl]-N-methyl-carbamate